FC(C(=O)O)(F)F.ClC=1C=C2C=CN(C2=C(C1)C1=C2C(=NC=C1)C=C(S2)CN2C(C1=NC=CC=C1C2=O)=O)CC2(CCNCC2)F 6-((7-(5-chloro-1-((4-fluoropiperidin-4-yl)methyl)-1H-indol-7-yl)thieno[3,2-b]pyridin-2-yl)methyl)-5H-pyrrolo[3,4-b]pyridine-5,7(6H)-dione trifluoroacetate